N1(CCC1)C1=CC=CC(=N1)C1=NC2=CC(=NC=C2C=C1)CNC(OC(C)(C)C)=O tert-butyl N-[[2-[6-(azetidin-1-yl)-2-pyridyl]-1,6-naphthyridin-7-yl]methyl]carbamate